C(#N)C(C(=O)OCC)=C(OC)C1=CC=C(C=C1)CNC(C1=C(C=CC(=C1)F)OC)=O ethyl 2-cyano-3-(4-((5-fluoro-2-methoxybenzamido) methyl) phenyl)-3-methoxyacrylate